Cl.C(C)(C)NN isopropylhydrazine hydrochloride